4-bromo-2'-(hydroxymethyl)-4'-(1H-pyrazol-4-yl)-[1,1'-biphenyl] BrC1=CC=C(C=C1)C1=C(C=C(C=C1)C=1C=NNC1)CO